tert-butyl 3-fluoro-4-hydroxy-5-(hydroxymethyl)benzoate FC=1C=C(C(=O)OC(C)(C)C)C=C(C1O)CO